CC(C)(C)S(=O)NC(CC)C1=NN(C=C1)C 2-methyl-N-[1-(1-methylpyrazol-3-yl)propyl]propane-2-sulfinamide